5-(4-fluoro-2-hydroxy-6-(isopentylamino)-5,6,7,8-tetrahydroquinolin-3-yl)-1,2,5-thiadiazolidin-3-one 1,1-dioxide FC1=C(C(=NC=2CCC(CC12)NCCC(C)C)O)N1CC(NS1(=O)=O)=O